didodecyl 3,3'-thio-dipropionate S(CCC(=O)OCCCCCCCCCCCC)CCC(=O)OCCCCCCCCCCCC